2-(2,6-dichlorobenzamido)-3-(4-((2-(5,6,7,8-tetrahydro-1,8-naphthyridin-2-yl)ethoxy)methyl)phenyl)propanoic acid ClC1=C(C(=O)NC(C(=O)O)CC2=CC=C(C=C2)COCCC2=NC=3NCCCC3C=C2)C(=CC=C1)Cl